[4-(trifluoromethoxy)phenylmethyl-2,3-dihydro-1λ6,5-benzothiazepin-3-yl]carbamate FC(OC1=CC=C(C=C1)C[SH3]1CC(C=NC2=C1C=CC=C2)NC([O-])=O)(F)F